2-{6-Amino-8-[6-(1H-pyrazol-3-yl)-benzo[1,3]dioxol-5-ylsulfanyl]-purin-9-yl}-ethanesulfonic acid ethylamide C(C)NS(=O)(=O)CCN1C2=NC=NC(=C2N=C1SC1=CC2=C(OCO2)C=C1C1=NNC=C1)N